BrC=1C=NC(=C(C#N)C1)N1C(=CC=C1C)C 5-bromo-2-(2,5-dimethyl-1H-pyrrol-1-yl)nicotinonitrile